1-bromo-3-methoxy-2-(prop-1-en-2-yl)benzene BrC1=C(C(=CC=C1)OC)C(=C)C